C(=O)(OC(C)(C)C)N1CC2=CC=C(C=C2C1)C1=CC=CC=C1 2-Boc-5-phenyl-isoindoline